2-(3-hydroxy-4-methoxybenzoyl)-5,6,7-trimethoxyquinazolin-4(3H)-one OC=1C=C(C(=O)C2=NC3=CC(=C(C(=C3C(N2)=O)OC)OC)OC)C=CC1OC